CN(C1(CCOCC1)C(=O)N)CCOC1=CC=CC=C1 4-[methyl(2-phenoxyethyl)amino]tetrahydropyran-4-carboxamide